4-bromo-N-(4-bromo-3-chlorophenyl)-3-fluorobenzamide BrC1=C(C=C(C(=O)NC2=CC(=C(C=C2)Br)Cl)C=C1)F